CC1=NC2=C(N1)C=CC(=C2)C2=NC=CC(=C2N)N (2-methyl-1H-benzimidazol-5-yl)pyridine-3,4-diamine